5,7-bis(2-ethylhexyl)-4,8-dioxo-4H,8H-benzo[1,2-c:4,5-c']dithiophene C(C)C(CC1=C2C(=C(S1)CC(CCCC)CC)C(C=1C(=CSC1)C2=O)=O)CCCC